6-methyl-5-(1-(prop-2-yn-1-yloxy)ethyl)indolizine-7-carboxylic acid ethyl ester C(C)OC(=O)C=1C(=C(N2C=CC=C2C1)C(C)OCC#C)C